NC=1C2=C(N=CN1)N(C(=C2N2C(C[C@H](CC2)C(=O)N2CCCC2)=O)C2=CC=C(C=C2)NC(C(=C)C)=O)C (S)-N-(4-(4-amino-7-methyl-5-(2-oxo-4-(pyrrolidine-1-carbonyl)piperidin-1-yl)-7H-pyrrolo[2,3-d]pyrimidin-6-yl)phenyl)methacrylamide